BrC=1C(=C(OC2CCC(CC2)CC=O)C=CC1)C 2-[4-(3-bromo-2-methyl-phenoxy)cyclohexyl]acetaldehyde